C(C=C)OC(C(CCC(=O)OCC=C)CP(=O)(OCC)OCC)=O Diallyl-2-((diethoxyphosphoryl)methyl)pentanedioate